C1CO1 Ethylenether